3-Benzyl 2-tert-butyl (1S,3S,4S,5R)-6-(cyclopropylmethyl)-5-hydroxy-2-azabicyclo[2.2.2]octane-2,3-dicarboxylate C1(CC1)CC1[C@H]([C@@H]2[C@H](N([C@H]1CC2)C(=O)OC(C)(C)C)C(=O)OCC2=CC=CC=C2)O